4,4'-(10H-phenothiazine-3,7-diyl)bis(N,N-diphenylaniline) C1=CC(=CC=2SC3=CC(=CC=C3NC12)C1=CC=C(N(C2=CC=CC=C2)C2=CC=CC=C2)C=C1)C1=CC=C(N(C2=CC=CC=C2)C2=CC=CC=C2)C=C1